3-(5-(3-(5-methylpyridin-2-yl)-2-oxoimidazolidin-1-yl)-1-oxoisoindolin-2-yl)piperidine-2,6-dione CC=1C=CC(=NC1)N1C(N(CC1)C=1C=C2CN(C(C2=CC1)=O)C1C(NC(CC1)=O)=O)=O